tert-butyl 4-(2-(((1-(6-(1-(4-cyano-3-(trifluoromethyl)phenyl)piperidine-4-carboxamido)pyridin-3-yl)piperidin-4-yl)methyl)(methyl)amino)ethyl)piperazine-1-carboxylate C(#N)C1=C(C=C(C=C1)N1CCC(CC1)C(=O)NC1=CC=C(C=N1)N1CCC(CC1)CN(CCN1CCN(CC1)C(=O)OC(C)(C)C)C)C(F)(F)F